Cl.NC1CN(C1)C=1C=2N(C=CN1)C(=C(C2)C2=CC=C(C#N)C=C2)C2=CC=C(C=C2)C 4-(1-(3-aminoazetidin-1-yl)-6-(p-tolyl)pyrrolo[1,2-a]pyrazin-7-yl)benzonitrile hydrochloride